2-Amino-6-(2-aminooxy-acetylamino)-hexanoic acid NC(C(=O)O)CCCCNC(CON)=O